O1C(=CC=C1)C1=NN2C(N=C(C=C2)N2CCN(CC2)CC2=C(C=C(C=C2F)F)F)=C1C#N 2-(2-furyl)-5-[4-[(2,4,6-trifluorophenyl)methyl]piperazin-1-yl]pyrazolo[1,5-a]pyrimidine-3-carbonitrile